BrC1=CC(=CC=2C(N3C(=NC12)C1=CC(=CC=C1C3)Cl)=O)C 6-bromo-3-chloro-8-methylisoindolo[1,2-b]quinazolin-10(12H)-one